CC(CC(=O)OC1=C(C(=C(C(=C1C2=CC=C(C=C2)O)OC(=O)CC(C)OC(=O)C)OC(=O)C)C3=CC=C(C=C3)O)OC(=O)CC(C)OC(=O)C)O The molecule is a para-terphenyl that consists of 1,4-diphenylbenzene substituted by acetyloxy group at position 3', hydroxy groups at positions 4 and 4'' a (3-hydroxybutanoyl)oxy group at position 6' and [3-(acetyloxy)butanoyl]oxy groups at positions 2' and 5' respectively. It is isolated from the fruit body of the mushroom Paxillus curtisii and exhibits radical scavenging activity. It has a role as a metabolite and a radical scavenger. It is an acetate ester, a member of phenols and a para-terphenyl. It derives from a 3-hydroxybutyric acid. It derives from a hydride of a 1,4-diphenylbenzene.